C1(CC1)[C@@H](C)NC(=O)C=1C=2C[C@@H]3[C@H](C2N(N1)C1=NC=CN=C1)C3 (1aR,5aR)-2-Pyrazin-2-yl-1a,2,5,5a-tetrahydro-1H-2,3-diaza-cyclopropa[a]pentalene-4-carboxylic acid ((R)-1-cyclopropyl-ethyl)-amide